14-((2-morpholinoethyl)sulfonamido)tetradecanoic acid O1CCN(CC1)CCS(=O)(=O)NCCCCCCCCCCCCCC(=O)O